1-(4-chloro-2-hydroxy-phenyl)-3-[[2-(2,6-dioxo-3-piperidyl)-1-oxo-isoindolin-5-yl]methyl]urea ClC1=CC(=C(C=C1)NC(=O)NCC=1C=C2CN(C(C2=CC1)=O)C1C(NC(CC1)=O)=O)O